ethyl-amine iodine [I].C(C)N